CC1=C(C(=CC=C1)C)C1=NC(=NC(=C1)OC[C@@H](CC1(CC1)C(F)(F)F)NC1CC(C1)OC(C)C)NS(=O)(=O)C=1C=C(C(=O)O)C=CC1 3-[[4-(2,6-Dimethylphenyl)-6-[(2R)-2-[(3-isopropoxycyclobutyl)amino]-3-[1-(trifluoromethyl)cyclopropyl]propoxy]pyrimidin-2-yl]sulfamoyl]benzoic acid